CC/C=C\\C[C@H]1[C@H](C=CC1=O)CCCCCC(=O)[O-] The molecule is an oxo monocarboxylic acid anion resulting from the deprotonation of the carboxy group of 6-{(1S,5S)-4-oxo-5-[(2Z)-pent-2-en-1-yl]cyclopent-2-en-1-yl}hexanoic acid. The major species at pH 7.3. It is a conjugate base of a 6-{(1S,5S)-4-oxo-5-[(2Z)-pent-2-en-1-yl]cyclopent-2-en-1-yl}hexanoic acid.